COCCOC1=CC(=NC=2NCCCC12)CCCCCO[C@H]1CN(CC1)C(=O)OC(C)(C)C (R)-tert-butyl 3-((5-(4-(2-methoxyethoxy)-5,6,7,8-tetrahydro-1,8-naphthyridin-2-yl)pentyl)oxy)pyrrolidine-1-carboxylate